t-butyl {(2S)-1-[(2S,4R)-4-hydroxy-2-({(1S)-1-[4-(4-methyl-1,3-thiazol-5-yl)phenyl]ethyl}carbamoyl)pyrrolidin-1-yl]-3,3-dimethyl-1-oxobutan-2-yl}carbamate O[C@@H]1C[C@H](N(C1)C([C@H](C(C)(C)C)NC(OC(C)(C)C)=O)=O)C(N[C@@H](C)C1=CC=C(C=C1)C1=C(N=CS1)C)=O